azetidin-3-yl-(1-(4-(2,6-dioxopiperidin-3-yl)-3,5-difluorophenyl)azetidin-3-yl)carbamate N1CC(C1)OC(NC1CN(C1)C1=CC(=C(C(=C1)F)C1C(NC(CC1)=O)=O)F)=O